2,5-dichloro-N-(2-(dimethylphosphino)phenyl)pyrimidine-4-amine ClC1=NC=C(C(=N1)NC1=C(C=CC=C1)P(C)C)Cl